N[C@@H](CC(C)C)C(=O)[O-] Z-leucinate